6-methoxy-2-(1-((2-(trimethylsilyl)ethoxy)methyl)-1H-pyrazol-4-yl)-6,7,8,9-tetrahydro-4H-6,9-ethanothieno[2,3-c]chromen-4-one COC12CCC(C=3C4=C(C(OC13)=O)SC(=C4)C=4C=NN(C4)COCC[Si](C)(C)C)CC2